tert-butyl (S)-1-(((R)-tert-butylsulfinyl)amino)-4-methoxy-1,3-dihydrospiro[indene-2,4'-piperidine]-1'-formate C(C)(C)(C)[S@@](=O)N[C@@H]1C2=CC=CC(=C2CC12CCN(CC2)C(=O)OC(C)(C)C)OC